COC1=C(C=CC=N1)CNCC1NC(CC1)=O 6-methoxy-5-((((5-oxopyrrolidin-2-yl)methyl)amino)methyl)pyridin